C(C)N1C2=CC=CC=C2SC=2C=C(C=CC12)C1OC=2C(=C1O)C(C=CC2)=O 2-(10-ethyl-10H-phenothiazin-3-yl)-3-hydroxy-4H-benzofuran-4-one